gon-4-en C1C[C@H]2CC[C@H]3[C@@H](CCC4=CCCC[C@H]34)[C@@H]2C1